(E,Z)-8,10-Pentadecadienyl acetate C(C)(=O)OCCCCCCC\C=C\C=C/CCCC